(S)-N-(chroman-4-yl)-5-methyl-2-(piperazin-1-yl)benzo[d]thiazole-6-carboxamide O1CC[C@@H](C2=CC=CC=C12)NC(=O)C1=CC2=C(N=C(S2)N2CCNCC2)C=C1C